tertbutylate CC(C)(C)[O-]